(S)-3-((2-oxo-1-(piperidin-4-yl)-1,2-dihydropyridin-4-yl)oxy)piperidine-2,6-dione HCl salt Cl.O=C1N(C=CC(=C1)O[C@@H]1C(NC(CC1)=O)=O)C1CCNCC1